4-(2-(4-Acryloylpiperazin-1-yl)pyrimidin-5-yl)-6-(1-methyl-1H-pyrazol-4-yl)pyrazolo[1,5-a]pyridine-3-carbonitrile C(C=C)(=O)N1CCN(CC1)C1=NC=C(C=N1)C=1C=2N(C=C(C1)C=1C=NN(C1)C)N=CC2C#N